7-(4-(4-isopropylphenoxy)piperidin-1-yl)-8-methyl-4H-pyrimido[1,2-b]pyridazin-4-one C(C)(C)C1=CC=C(OC2CCN(CC2)C=2C(=CC=3N(N2)C(C=CN3)=O)C)C=C1